(S)-(3-(((5-(2-((6-(1,2,3-thiadiazol-5-yl)-1H-indazol-4-yl)amino)ethoxy)pentan-2-yl)amino)methyl)-5-(trifluoromethoxy)phenyl)methanol S1N=NC=C1C1=CC(=C2C=NNC2=C1)NCCOCCC[C@H](C)NCC=1C=C(C=C(C1)OC(F)(F)F)CO